O1C(=CC=C1)C(=O)N1CCN(CC1)C=1N=CC=C(C(=O)O)C1 6-(4-(furan-2-carbonyl)piperazin-1-yl)isonicotinic Acid